C(C)[C@H]1N(C[C@@H](N(C1)C=1C=2C(N(C(C1)=O)C)=CN(N2)CC#N)C)C(C)C2=C(C1=C(N=C(S1)C)C=C2)F 2-(7-((2S,5R)-5-ethyl-4-(1-(7-fluoro-2-methylbenzo[d]thiazol-6-yl)ethyl)-2-methylpiperazin-1-yl)-4-methyl-5-oxo-4,5-dihydro-2H-pyrazolo[4,3-b]pyridin-2-yl)acetonitrile